C(C)OC(=O)C1=C(NC(=C(C1C(=O)C1=CC2=C(OCO2)C=C1)C(=O)OCC)C)C 4-(benzo[d][1,3]dioxolan-5-ylcarbonyl)-5-(ethoxycarbonyl)-2,6-dimethyl-1,4-dihydropyridine-3-carboxylic acid ethyl ester